ClC1=CC=C(C=C1)C1=NN(CC2=CC=CC=C12)CC1OCCC1 4-(4-chlorophenyl)-N-(tetrahydrofuran-2-ylmethyl)phthalazin